N1CC1 azaCyclopropane